tricyclo[3.2.1.0(2,4)]octane C12C3CC3C(CC1)C2